C(C=C)(=O)N1CC(CC1)N1N=C(C(=C1N)C(=O)N)Br 1-(1-acryloylpyrrolidin-3-yl)-5-amino-3-bromo-1H-pyrazole-4-carboxamide